C(C(=O)OC1CC(N(C(C1)(C)C)C)(C)C)(=O)OC1CC(N(C(C1)(C)C)C)(C)C bis(1,2,2,6,6-pentamethyl-4-piperidyl) oxalate